[NH4+].FC(C(=O)[O-])CCCCCC fluorooctanoic acid ammonium salt